FC(CC=1C=CC(=NC1)C1=CC=C2C=NC(=NN21)SC)F 7-(5-(2,2-difluoroethyl)pyridin-2-yl)-2-(methylthio)pyrrolo[2,1-f][1,2,4]triazine